2,7-Dimethylquinazolin-4(3H)-one CC1=NC2=CC(=CC=C2C(N1)=O)C